8-bromo-6-chloroimidazo[1,2-b]pyridazine-3-carboxylic acid ethyl ester C(C)OC(=O)C1=CN=C2N1N=C(C=C2Br)Cl